C[C@@H]1N(C2=CC=CC=C2[C@@H](C1)N(C(OCC1=CC=C(C=C1)NC(CNC(=O)OC(C)(C)C)=O)=O)C1=CC=C(C=C1)NC(=O)OCC[Si](C)(C)C)C(CC)=O 4-(2-((tert-butoxycarbonyl)amino)acetamido)benzyl ((2S,4R)-2-methyl-1-propionyl-1,2,3,4-tetrahydroquinolin-4-yl)(4-(((2-(trimethylsilyl)ethoxy)carbonyl)amino)phenyl)carbamate